FC=1C=CC=C2C3(C(N(C12)C)=O)CCC(C(C3)(C)C)=O 7'-fluoro-1',5,5-trimethyl-2',4-dioxospiro[cyclohexane-1,3'-indolin]